1-hexadecyl-3-ethylimidazole C(CCCCCCCCCCCCCCC)N1CN(C=C1)CC